3-methyl-4-(4,4,5,5-tetramethyl-1,3,2-dioxaborolan-2-yl)pyridin-2-amine CC=1C(=NC=CC1B1OC(C(O1)(C)C)(C)C)N